[Sb].[Ga].[As] arsenic-gallium-antimony